C(C)C1=C(C(=C(C(=O)O)OC)CCCCCC)C=CC=C1.COC1=CC=C(C=CC(=O)OCC(CCCC)CC)C=C1 2-ethylhexyl para-methoxycinnamate (ethylhexyl methoxycinnamate)